CS(=O)(=O)OC1CCN(CC1)C(=O)OC(C)(C)C tert-butyl 4-methylsulfonyloxypiperidine-1-carboxylate